1-methyl-4-propoxy-1H-benzo[d]imidazole CN1C=NC2=C1C=CC=C2OCCC